CC1(CCC1)C(=O)N1CC=2C=C(C(NC2CC1)=O)C(=O)N 6-(1-methylcyclobutanecarbonyl)-2-oxo-1,2,5,6,7,8-hexahydro-1,6-naphthyridine-3-carboxamide